2-benzyl-7-Fluoro-1-methyl-1,2,3,4-tetrahydroisoquinolin-4-amine C(C1=CC=CC=C1)N1C(C2=CC(=CC=C2C(C1)N)F)C